2'-O-methyl-5'-(R)-methyl-uridine CO[C@H]1[C@@H](O[C@@H]([C@H]1O)[C@H](O)C)N1C(=O)NC(=O)C=C1